ClC1=NC=C(C(=C1F)C1=C(C=NC(=C1)C)C(=O)NC=1SC2=NC(=C(C=C2N1)F)N1CCC(CC1)(F)F)OC 2'-chloro-N-(5-(4,4-difluoropiperidin-1-yl)-6-fluorothiazolo[5,4-b]pyridin-2-yl)-3'-fluoro-5'-methoxy-6-methyl-[4,4'-bipyridine]-3-carboxamide